N[C@H](C(=O)NC)CCCC1CCC(CC1)O (S)-2-amino-5-(4-hydroxycyclohexyl)-N-methylpentanamide